(Z)-2-(benzo[b]thiophen-5-ylamino)-5-(benzo[d]thiazol-6-ylmethylene)-3,5-dihydro-4H-imidazol-4-one S1C2=C(C=C1)C=C(C=C2)NC2=N\C(\C(N2)=O)=C/C2=CC1=C(N=CS1)C=C2